FC1(CC(C1)C1=C(C(=NN1C)NC(=O)C1CC(C1)(F)F)C=1C=C(C=CC1)C)F N-(5-(3,3-difluorocyclobutyl)-1-methyl-4-(m-tolyl)-1H-pyrazol-3-yl)-3,3-difluorocyclobutane-1-carboxamide